COC=1C=C2C=NC(=NC2=CC1OC)OCC 6,7-dimethoxyethoxyquinazoline